methyl 2-[2-[tert-butyl(dimethyl)silyl]oxyethyl]-5-(2-trimethylsilylethoxymethoxy)pyrazole-3-carboxylate [Si](C)(C)(C(C)(C)C)OCCN1N=C(C=C1C(=O)OC)OCOCC[Si](C)(C)C